3-(1,3-dimethyl-1H-indazol-5-yl)-2,6-dimethyl-N-(thiophen-2-ylmethyl)imidazo[1,2-b]pyridazin-8-amine CN1N=C(C2=CC(=CC=C12)C1=C(N=C2N1N=C(C=C2NCC=2SC=CC2)C)C)C